3-((3S,4S)-4-amino-3-methyl-2-oxa-8-azaspiro[4.5]decan-8-yl)-6-((3-chloro-1-methyl-2-oxo-1,2-dihydropyridin-4-yl)thio)pyrazin-2(1H)-one N[C@@H]1[C@@H](OCC12CCN(CC2)C=2C(NC(=CN2)SC2=C(C(N(C=C2)C)=O)Cl)=O)C